(3R,4R)-4-{[5-chloro-7-(sec-butyl)imidazo[4,3-f][1,2,4]triazin-2-yl]amino}-3-fluoropiperidine-1-carboxylate ClC=1N=C(N2N=C(N=CC21)N[C@H]2[C@@H](CN(CC2)C(=O)[O-])F)C(C)CC